methyl 3-((tert-butoxycarbonyl)amino)-4-nitro-1-(tetrahydro-2H-pyran-2-yl)-1H-indazole-6-carboxylate C(C)(C)(C)OC(=O)NC1=NN(C2=CC(=CC(=C12)[N+](=O)[O-])C(=O)OC)C1OCCCC1